2-(azetidin-1-yl)ethanamine N1(CCC1)CCN